4,4-Difluorocyclohexan-1-amine FC1(CCC(CC1)N)F